C(C)OC(N(CC(=C)C)CC(OC)OC)=O (2,2-Dimethoxyethyl)(2-methylallyl)carbamic acid ethyl ester